C12(CC3CC(CC(C1)C3)C2)CCN2CC(N(C(C2)C)C2=C3C(N(C(=NC3=CC=C2)C)C2C(NC(CC2)=O)=O)=O)C 3-(5-(4-(2-((3r,5r,7r)-adamantan-1-yl)ethyl)-2,6-dimethylpiperazin-1-yl)-2-methyl-4-oxoquinazolin-3(4H)-yl)piperidine-2,6-dione